ClC1=NN2C(N=CC3=C2C(C[C@@H]3C(=O)NC=3C=NC(=C(C3)C(F)F)C(NC3CC3)=O)(C)C)=C1 (S)-2-chloro-N-(6-(cyclopropylcarbamoyl)-5-(difluoromethyl)pyridin-3-yl)-8,8-dimethyl-7,8-dihydro-6H-cyclopenta[e]pyrazolo[1,5-a]pyrimidine-6-carboxamide